FC=1C(=CC(=NC1)OC)C1=CC(=NN1)C(=O)N1C2(CC2)C[C@H](CC1)C(=O)NC12CN(C(C1)C2)CC(C)(C)F (S)-4-(5-(5-fluoro-2-methoxypyridin-4-yl)-1H-pyrazole-3-carbonyl)-N-(2-(2-fluoro-2-methylpropyl)-2-azabicyclo[2.1.1]hexan-4-yl)-4-azaspiro[2.5]octane-7-carboxamide